2-Chloro-N-{(7S)-10-[(1E)-N-hydroxyethanimidoyl]-2-methyl-7-phenyl-6,7,8,9-tetrahydropyrido[1,2-a]indol-7-yl}-4-(4H-1,2,4-triazol-4-yl)benzamid ClC1=C(C(=O)N[C@@]2(CCC=3N(C4=CC=C(C=C4C3\C(\C)=N\O)C)C2)C2=CC=CC=C2)C=CC(=C1)N1C=NN=C1